C(CCCCC)N(C(CCCCCN(CCCCCCCC(=O)N(CCCCCCCCCC)CCCCCCCCCC)CCCCCCCC(=O)N(CCCCCCCCCC)CCCCCCCCCC)=O)CCCCCC 8,8'-((6-(Dihexylamino)-6-Oxohexyl)Azanediyl)Bis(N,N-Didecyloctanamide)